(2S)-1-[2-[(3R)-3-[(6-chloro-4-quinolinyl)amino]pyrrolidin-1-yl]acetyl]pyrrolidine-2-carbonitrile ClC=1C=C2C(=CC=NC2=CC1)N[C@H]1CN(CC1)CC(=O)N1[C@@H](CCC1)C#N